C(C)(C)(C)OC(CCOCC#CC1=C2C(N(C(C2=CC=C1)=O)C1C(NC(CC1)=O)=O)=O)=O.COC1=CC=C(C(=O)N/N=C/C=2C=CC3=C(C=CC(O3)=O)C2)C=C1 (E)-4-methoxy-N'-((2-oxo-2H-benzopyran-6-yl)methylene)benzohydrazide tert-butyl-3-((3-(2-(2,6-dioxopiperidin-3-yl)-1,3-dioxoisoindolin-4-yl)prop-2-yn-1-yl)oxy)propanoate